6'-(3-(Morpholinosulfonyl)phenyl)-2'-oxo-1',4'-dihydro-2'H-spiro[pyrrolidine-3,3'-quinoline]-1-carbonitrile O1CCN(CC1)S(=O)(=O)C=1C=C(C=CC1)C=1C=C2CC3(C(NC2=CC1)=O)CN(CC3)C#N